5-(benzyloxy)-4-methyl-6'-(trifluoromethyl)-[3,3'-bipyridine]-6-carboxylic acid C(C1=CC=CC=C1)OC=1C(=C(C=NC1C(=O)O)C=1C=NC(=CC1)C(F)(F)F)C